(R)-8-chloro-4-((3-chloro-4-fluorophenyl)amino)-6-(((1-methyl-1H-1,2,3-triazol-4-yl)(pyridin-3-yl)methyl)amino)quinoline-3-carbonitrile ClC=1C=C(C=C2C(=C(C=NC12)C#N)NC1=CC(=C(C=C1)F)Cl)N[C@H](C=1C=NC=CC1)C=1N=NN(C1)C